1-(3,5-difluorobenzyl)-3-(4-(trifluoromethyl)pyridin-2-yl)-1,3,8-triazaspiro[4.5]decane-2,4-dione hydrochloride Cl.FC=1C=C(CN2C(N(C(C23CCNCC3)=O)C3=NC=CC(=C3)C(F)(F)F)=O)C=C(C1)F